(7S)-7-Methyl-3-{2-[methyl(oxan-4-yl)amino]ethyl}-2-[2-(2-oxo-1,2-dihydropyridin-1-yl)ethyl]-3H,6H,7H,8H,9H-imidazo[4,5-f]chinolin C[C@@H]1NC2=CC=C3C(=C2CC1)N=C(N3CCN(C3CCOCC3)C)CCN3C(C=CC=C3)=O